C(OC[C@H]1O[C@]([C@H]2[C@@H]1OC(O2)(C)C)(C2=CC=C1C(=NC=NN12)\N=C/N(C)C)C#N)(OCC1=CC=CC=C1)=O [(3aR,4R,6R,6aR)-4-cyano-4-[4-[(Z)-dimethylaminomethyleneamino]pyrrolo[2,1-f][1,2,4]triazin-7-yl]-2,2-dimethyl-6,6a-dihydro-3aH-furo[3,4-d][1,3]dioxol-6-yl]methyl benzyl carbonate